C(C)(C)S(=O)(=O)CC1=NN=C2N1C(=CC=C2C(=O)NC=2OC(=NN2)C)C(F)(F)F 3-[(isopropylsulfonyl)methyl]-N-(5-methyl-1,3,4-oxadiazol-2-yl)-5-(trifluoro-methyl)[1,2,4]triazolo[4,3-a]pyridine-8-carboxamide